NC1=NC(=C(C=2N1C(N(N2)C)=O)C2=CC(=NC(=C2)C)C)C2=CC=CC=C2 5-amino-8-(2,6-dimethyl-4-pyridinyl)-2-methyl-7-phenyl-[1,2,4]triazolo[4,3-c]pyrimidin-3-one